(R)-3-(4-(7H-pyrrolo[2,3-d]pyrimidin-4-yl)-1H-pyrazol-1-yl)-3-cyclopentylpropanoic acid N1=CN=C(C2=C1NC=C2)C=2C=NN(C2)[C@H](CC(=O)O)C2CCCC2